tert-butyl ((1R,3S,5S)-3-((2-bromo-5-nitropyridin-4-yl)amino)-5-methoxycyclohexyl)carbamate BrC1=NC=C(C(=C1)N[C@H]1C[C@H](C[C@H](C1)OC)NC(OC(C)(C)C)=O)[N+](=O)[O-]